C(C1=CC=CC=C1)[N+]1(CCC(CC1)CCN(C(=O)C1CCN(CC1)C1=CC=C(C=C1)OC(F)(F)F)C)C 1-benzyl-1-methyl-4-[2-(N-methyl-1-{1-[4-(trifluoromethoxy)phenyl]piperidin-4-yl}formamido)ethyl]piperidin-1-ium